N-(3-chloro-4-fluorophenyl)-4-(5-hydroxy-5-((3-hydroxy-3-(trifluoromethyl)cyclobutyl)ethynyl)octahydropentalen-2-yl)-1-methyl-1H-imidazole-5-carboxamide ClC=1C=C(C=CC1F)NC(=O)C1=C(N=CN1C)C1CC2CC(CC2C1)(C#CC1CC(C1)(C(F)(F)F)O)O